NC=1C=C(C(=O)O)C=CC1CC 3-amino-4-ethylbenzoic acid